CO[C@@H](COC1=NC(=NC=C1C(F)(F)F)SC)C 4-[(2R)-2-methoxypropoxy]-2-methylsulfanyl-5-(trifluoromethyl)pyrimidine